FC1=C(C(=CC=C1)F)C=1NC2=CC(=CC(=C2C1C=O)C)C 2-(2,6-DIFLUOROPHENYL)-4,6-DIMETHYL-1H-INDOLE-3-CARBOXALDEHYDE